trans-1,2-diphenylcyclobutane C1(=CC=CC=C1)[C@H]1[C@@H](CC1)C1=CC=CC=C1